ClC=1C=C2C=CC(=NC2=CC1)C(=O)N[C@@H]1CC[C@H](CC1)C=1OC(=NN1)COC1=CC=C(C=C1)Cl trans-6-chloro-N-(4-(5-((4-chlorophenoxy)methyl)-1,3,4-oxadiazol-2-yl)cyclohexyl)quinoline-2-carboxamide